ClC=1C=C(C=C(C1)NS(=O)(=O)C)NC(=O)C=1SC(=C(C1)C1=NC=C(C=C1)F)CC N-(3-chloro-5-(methylsulfonamido)phenyl)-5-ethyl-4-(5-fluoropyridin-2-yl)thiophene-2-carboxamide